1-methyl-4-(5-(3-methylureido) pyridine-2-yl)-1H-1,2,3-triazol-5-yl carbamate C(N)(OC1=C(N=NN1C)C1=NC=C(C=C1)NC(=O)NC)=O